OXAZOLIDIN O1CNCC1